[Si](C)(C)(C(C)(C)C)OCCCN1CCC2(CN(C2)C(=O)OC(C)(C)C)C1 tert-butyl 7-[3-[tert-butyl(dimethyl)silyl]oxypropyl]-2,7-diazaspiro[3.4]octane-2-carboxylate